2-(7-(3-cyanophenyl)-4-oxo-2-(piperidin-1-ylmethyl)furo[2,3-d]pyridazin-5(4H)-yl)acetic acid C(#N)C=1C=C(C=CC1)C1=NN(C(C2=C1OC(=C2)CN2CCCCC2)=O)CC(=O)O